6-bromo-3-(phenyl-chloromethyl)-2-methoxyquinoline BrC=1C=C2C=C(C(=NC2=CC1)OC)C(Cl)C1=CC=CC=C1